(S)-2-chloro-6-((2-cyclopropyl-3,3-difluoro-7-methyl-6-oxo-1,2,3,4,6,7-hexahydro-[1,4]oxazepino[2,3-c]quinolin-10-yl)amino)nicotinonitrile ClC1=C(C#N)C=CC(=N1)NC1=CC=2C3=C(C(N(C2C=C1)C)=O)OCC([C@@H](N3)C3CC3)(F)F